[(3-{bis[3-(dimethylamino)propyl]-amino}propyl)imino]dipropan-2-ol CN(CCCN(CCCN(CC(C)O)CC(C)O)CCCN(C)C)C